N-(4-(4-amino-3-(4-((4-cyclopropylpyrimidin-2-yl)oxy)-3-fluorophenyl)-7-(1-methyl-1H-pyrazol-4-yl)thieno[3,2-c]pyridin-2-yl)-3-methylphenyl)methacrylamide NC1=NC=C(C2=C1C(=C(S2)C2=C(C=C(C=C2)NC(C(=C)C)=O)C)C2=CC(=C(C=C2)OC2=NC=CC(=N2)C2CC2)F)C=2C=NN(C2)C